[(2S,4S)-4-amino-1-(2-{[2-(3-Methylpyridin-2-yl)-[1,3]thiazolo[5,4-c]pyridin-6-yl]amino}pyrimidin-4-yl)pyrrolidin-2-yl]methanol N[C@H]1C[C@H](N(C1)C1=NC(=NC=C1)NC1=CC2=C(C=N1)SC(=N2)C2=NC=CC=C2C)CO